NC(C(=O)O)(CCCCB(O)O)CCN1CCC(CC1)CC1=CC=C(C=C1)C(F)(F)F 2-amino-6-borono-2-(2-(4-(4-(trifluoromethyl)benzyl)piperidin-1-yl)ethyl)hexanoic acid